[I-].C(C)N1CC=C(C=C1)C=C 1-ethyl-4-vinylpyridine iodide salt